C(C1=CC=CC=C1)C1N(CCC1)C1=NC(=CC(=N1)N1CCOCC1)OCC1=CC=C(C=C1)OC 4-(2-(2-benzylpyrrolidin-1-yl)-6-((4-methoxybenzyl)oxy)pyrimidin-4-yl)morpholine